(S)-4-(2-((3-aminopyrrolidin-1-yl)methyl)-5-(2,4,5-trimethylphenyl)-1-methyl-1H-pyrrolo[2,3-c]pyridin-4-yl)-2-fluorobenzonitrile N[C@@H]1CN(CC1)CC1=CC=2C(=CN=C(C2C2=CC(=C(C#N)C=C2)F)C2=C(C=C(C(=C2)C)C)C)N1C